2-{4-oxopyrido[2,1-c][1,2,4]triazin-3-yl}-N-[(1S)-1-[4-(trifluoromethoxy)phenyl]ethyl]acetamide O=C1N2C(=NN=C1CC(=O)N[C@@H](C)C1=CC=C(C=C1)OC(F)(F)F)C=CC=C2